(2R,3R,4R,5R)-5-(4-(4-amino-2-fluoropyrimidin-5-yl)-1H-imidazol-1-yl)-4-fluoro-2-(hydroxymethyl)-4-methyltetrahydrofuran-3-ol NC1=NC(=NC=C1C=1N=CN(C1)[C@H]1[C@]([C@@H]([C@H](O1)CO)O)(C)F)F